Cl.N1(CCC(CC1)CCC1=NC2=CC(=CC(=C2C(N1)=O)F)OCC1CC1)C1CCNCC1 2-(2-([1,4'-bipiperidin]-4-yl)ethyl)-7-(cyclopropylmethoxy)-5-fluoroquinazolin-4(3H)-one hydrochloride